diethyl-(2,3,4,5-tetramethylcyclopentadienyl)silane C(C)[SiH](C1C(=C(C(=C1C)C)C)C)CC